C(C)(C)(C)OC(N[C@@H]1[C@@H](OCC12CCN(CC2)C2=NC=C(N=C2)SC2=CC=1N(C=C2)C=C(N1)C)C)=O ((3S,4S)-3-methyl-8-(5-((2-methylimidazo[1,2-a]pyridin-7-yl)thio)pyrazin-2-yl)-2-oxa-8-Azaspiro[4.5]decan-4-yl)carbamic acid tert-butyl ester